NC(CCC1C[C@H](N(C1=O)C(=O)OC)C(=O)[O-])(C)C methyl (2S)-4-(3-amino-3-methyl-butyl)-5-oxo-pyrrolidine-1,2-dicarboxylate